Cl.NC1=NC2=C(N1C)C(=CC(=C2)CC(=O)NC2=CC=CC=C2)C#N 2-(2-amino-7-cyano-1-methyl-benzimidazol-5-yl)-N-phenyl-acetamide hydrochloride